N-(3-formyl-4-hydroxynaphthalen-1-yl)methanesulfonamide C(=O)C=1C=C(C2=CC=CC=C2C1O)NS(=O)(=O)C